2-(4,8,12-trimethyl-tridecyl)-chroman-6-ol CC(CCCC1OC2=CC=C(C=C2CC1)O)CCCC(CCCC(C)C)C